2-(4-bromo-2-hydroxy-phenyl)-8-chloro-5-(trifluoromethyl)chromen-4-one BrC1=CC(=C(C=C1)C=1OC2=C(C=CC(=C2C(C1)=O)C(F)(F)F)Cl)O